N-{4-[1,2-bis(4-aminophenyl)-2-{4-[bis(4-methoxyphenyl)amino]phenyl}ethenyl]phenyl}-4-methoxy-N-(4-methoxyphenyl)aniline NC1=CC=C(C=C1)C(=C(C1=CC=C(C=C1)N(C1=CC=C(C=C1)OC)C1=CC=C(C=C1)OC)C1=CC=C(C=C1)N)C1=CC=C(C=C1)N(C1=CC=C(C=C1)OC)C1=CC=C(C=C1)OC